4-bromoisoquinolin-5-amine BrC1=CN=CC=2C=CC=C(C12)N